NC(CCN(C(O)=O)CCC(C)(N)C)(C)C bis(3-amino-3-methylbutyl)carbamic acid